NC1=C2N=CN(C2=NC=N1)[C@@H]1O[C@@H]([C@@H]2[C@H]1OC(O2)(C)C)CN(CCCCCCOCCOCCNC(OCC2=CC=CC=C2)=O)S(N)(=O)=O benzyl (2-(2-((6-((((3aR,4R,6R,6aR)-6-(6-amino-9H-purin-9-yl)-2,2-dimethyltetrahydrofuro[3,4-d][1,3]dioxol-4-yl)methyl)(sulfamoyl)amino)hexyl)oxy)ethoxy)ethyl)carbamate